N-(4-hydroxy-phenyl)-2-(1-methyl-1H-tetrazol-5-ylsulfanyl)-5-nitro-benzamide OC1=CC=C(C=C1)NC(C1=C(C=CC(=C1)[N+](=O)[O-])SC1=NN=NN1C)=O